FC=1C=C(C=NC1)[C@@H]1CC=NN1C(=O)C1CCN(CC1)C1=NC=C(C=N1)F (S)-(5-(5-fluoropyridin-3-yl)-4,5-dihydro-1H-pyrazol-1-yl)(1-(5-fluoropyrimidin-2-yl)piperidin-4-yl)methanone